C1CN(C[C@H]2N1C1=C(OC2)N=C(C=C1)C(=O)OC)C(=O)OC(C)(C)C (R)-3-tert-butyl 8-methyl 1,2,4a,5-tetrahydropyrazino[1,2-d]pyrido[2,3-b][1,4]oxazine-3,8(4H)-dicarboxylate